C(#N)C(CS[NH-])C1CCC1 2-Cyano-N-cyclobutylethylthioamide